N-((S)-2-chloro-5,6,7,8-tetrahydroquinolin-5-yl)-2-methylpropane-2-sulfinamide ClC1=NC=2CCC[C@@H](C2C=C1)NS(=O)C(C)(C)C